C(C)(C)(C)OC(=O)N[C@@H](C(C)C)C(=O)N1[C@@H](C[C@H](C1)O)C(=O)N[C@@H](CO)C1=CC=C(C=C1)N1N=CN=C1 N-(tert-butoxycarbonyl)-L-valyl-(4R)-4-hydroxy-N-{(1R)-2-hydroxy-1-[4-(1H-1,2,4-triazol-1-yl)phenyl]ethyl}-L-prolinamide